P(=O)(OC)(OC(C)CCCC)OC(C)CCCC methyl di-(2-hexyl) phosphate